3-[5-[4-(methylamino)-1-piperidyl]-3,4-dihydro-2H-quinolin-1-yl]piperidine-2,6-dione CNC1CCN(CC1)C1=C2CCCN(C2=CC=C1)C1C(NC(CC1)=O)=O